C(CCC)C1(OC2=C(C(=N1)C=1C=NN3C1C=CC(=C3C)C)C=CC=C2)C 2-butyl-4-(6,7-dimethylpyrazolo[1,5-a]pyridin-3-yl)-2-methyl-2H-benzo[e][1,3]oxazine